[Cl-].C(C=C)(=O)OCC[N+](C)(C)C acryloyloxyethyl-N,N,N-trimethylammonium chloride